BrC(Cl)(Cl)Cl BROMOTRICHLOROMETHANE